Cl.Cl.FC=1C=C(C(=NC1)O[C@@H]1CNCC1)C1=C2C(=NC=C1)C=C(S2)CN2C(C1C(C1C2=O)(C)C)=O 3-((7-(5-fluoro-2-(((S)-pyrrolidin-3-yl)oxy)pyridin-3-yl)thieno[3,2-b]pyridin-2-yl)methyl)-6,6-dimethyl-3-azabicyclo[3.1.0]hexane-2,4-dione dihydrochloride